4-chloro-6-(2-chloro-4-fluorophenyl)-N-(5-chloro-6-(2H-1,2,3-triazol-2-yl)pyridin-3-yl)nicotinamide ClC1=CC(=NC=C1C(=O)NC=1C=NC(=C(C1)Cl)N1N=CC=N1)C1=C(C=C(C=C1)F)Cl